4-(2-furyl)-6-(isobutylamino)pyrimidine-5-carbonitrile O1C(=CC=C1)C1=NC=NC(=C1C#N)NCC(C)C